methyl (Z)-2-(6-fluoro-3-((N-((4-methoxyphenyl)sulfonyl)-1-naphthamido)methylene)-4-oxochroman-2-yl)-2-methylpropanoate FC=1C=C2C(\C(\C(OC2=CC1)C(C(=O)OC)(C)C)=C/N(C(=O)C1=CC=CC2=CC=CC=C12)S(=O)(=O)C1=CC=C(C=C1)OC)=O